N=1SN=C2C1C=CC=C2NC(=O)C2=CC(=CC=1NC(=NC12)COC)NC(=O)C1=C(C=CC=C1)C(F)(F)F N-(2,1,3-benzothiadiazol-4-yl)-2-(methoxymethyl)-6-({[2-(trifluoromethyl)phenyl]carbonyl}amino)-1H-benzimidazole-4-carboxamide